(2R,4R)-6-chloro-4-hydroxy-N-(3-{4-[(1RS,3SR)-3-(trifluoromethoxy)cyclopentyl]-1H-1,2,3-triazol-1-yl}bicyclo[1.1.1]pentan-1-yl)-3,4-dihydro-2H-1-benzopyran-2-carboxamide ClC=1C=CC2=C([C@@H](C[C@@H](O2)C(=O)NC23CC(C2)(C3)N3N=NC(=C3)[C@H]3C[C@H](CC3)OC(F)(F)F)O)C1 |&1:23,25|